5-nitro-3-[2-[4-[[1-(4-piperidinyl)-4-piperidinyl]methyl]piperazin-1-yl]-4-pyridinyl]-1H-indazole [N+](=O)([O-])C=1C=C2C(=NNC2=CC1)C1=CC(=NC=C1)N1CCN(CC1)CC1CCN(CC1)C1CCNCC1